1-(4-(4-(5-(2,6-Dichlorophenyl)-4,5-dihydroisoxazol-3-yl)thiazol-2-yl)piperidin-1-yl)-2-((6-(trifluoromethyl)pyrimidin-4-yl)oxy)ethan-1-on ClC1=C(C(=CC=C1)Cl)C1CC(=NO1)C=1N=C(SC1)C1CCN(CC1)C(COC1=NC=NC(=C1)C(F)(F)F)=O